COC(=O)C=1C(=NOC1C(C)C)C1=C(C=CC=C1Cl)Cl 3-(2,6-dichlorophenyl)-5-isopropylisoxazole-4-carboxylic acid methyl ester